O=C1NN(C2=C1C=NC(=C2)NC(OC(C)(C)C)=O)C2=CC=CC=C2 tert-butyl (3-oxo-1-phenyl-2,3-dihydro-1H-pyrazolo[4,3-c]pyridin-6-yl)carbamate